FC1=NC=CC=C1CC=1C=NN(C1)C(=O)N[C@@H]1C(N(C2=C(OC1)C=CC(=C2)C#CC(CO)(C)C)C)=O (S)-4-((2-Fluoropyridin-3-yl)methyl)-N-(7-(4-hydroxy-3,3-dimethylbut-1-yn-1-yl)-5-methyl-4-oxo-2,3,4,5-tetrahydrobenzo[b][1,4]oxazepin-3-yl)-1H-pyrazol-1-carboxamid